[Li+].N1C=CC=2C1=NC=C(C2)C(=O)NCC=2C=C(C(=O)[O-])C=CC2C 3-((1H-pyrrolo[2,3-b]pyridine-5-carboxamido)methyl)-4-methylbenzoic acid lithium salt